O[C@H](C)C=1C=C(C=2N(C1)C(=CN2)C(C)C)NC2CCN(CC2)C[C@@H]2CN(CCO2)C(=O)OC(C)(C)C |&1:1| racemic-tert-butyl (2R)-2-[[4-[[6-(1-hydroxyethyl)-3-isopropyl-imidazo[1,2-a]pyridin-8-yl]amino]-1-piperidyl]methyl]morpholine-4-carboxylate